S(=O)(=O)=C=[N+]=[N-] sulfonyldiazomethane